2-(4-(tert-butyl)phenyl)-6-phenyl-4,5-dihydropyridazin-3(2H)-one C(C)(C)(C)C1=CC=C(C=C1)N1N=C(CCC1=O)C1=CC=CC=C1